tert-butyl N-[(2R)-1-{5-chloro-3-methyl-7-[(thiophen-2-ylmethyl)amino]furo[3,2-b]pyridin-2-yl}-4-fluorobutan-2-yl]carbamate ClC1=CC(=C2C(=N1)C(=C(O2)C[C@H](CCF)NC(OC(C)(C)C)=O)C)NCC=2SC=CC2